N[C@H]1CN(C[C@@H](C1)F)C(=O)C1=CC2=C(N(C(=N2)C2=CC=3C(=NC(=CC3)C3=CC(=C(C=C3F)O)OC)N2CC2CC2)C)C(=C1)OC 4-(2-{5-[(3R,5R)-3-amino-5-fluoropiperidine-1-carbonyl]-7-methoxy-1-methyl-1H-1,3-benzodiazol-2-yl}-1-(cyclopropylmethyl)-1H-pyrrolo[2,3-b]pyridin-6-yl)-5-fluoro-2-methoxyphenol